FC=1C=C(CC=2C=C3C(=NNC3=CC2)NC(C2=C(C=C(C=C2)N2CCN(CC2)CCCOC=2C=CC=C3C(=NN(C23)C)C2C(NC(CC2)=O)=O)NC2CCOCC2)=O)C=C(C1)F N-(5-(3,5-difluorobenzyl)-1H-indazol-3-yl)-4-(4-(3-((3-(2,6-dioxopiperidin-3-yl)-1-methyl-1H-indazol-7-yl)oxy)propyl)piperazin-1-yl)-2-((tetrahydro-2H-pyran-4-yl)amino)benzamide